FC=1C=CC2=C(CCO2)C1CNC1=NC=C(C=2N1C=C(N2)C#N)C2=C(C=C(C=C2)OCCOC)C 5-(((5-fluoro-2,3-dihydrobenzofuran-4-yl)methyl)amino)-8-(4-(2-methoxyethoxy)-2-methylphenyl)imidazo[1,2-c]pyrimidine-2-carbonitrile